6-bromo-8-chloro-1-methyl-1,4-dihydro-2H-benzo[d][1,3]oxazin-2-one BrC1=CC2=C(N(C(OC2)=O)C)C(=C1)Cl